CCC(C)(C)[O-].[K+].Cl.O=C1C2CC3COCC(N3C1C(=O)OCC)C2 ethyl 7-oxooctahydro-4,8-methanopyrido[2,1-c][1,4]oxazine-6-carboxylate hydrochloride Potassium tert-pentoxide